C[C@@H]1O[C@@H](CN(C1)C1=CC=CC(=N1)C=1N=C(SC1)NC(=O)[C@H]1N(CC1)C(=O)C1=CN(C(=C1)C([2H])([2H])[2H])S(=O)(=O)C)C (S)-N-(4-(6-((2S,6R)-2,6-dimethylmorpholino)pyridin-2-yl)thiazol-2-yl)-1-(5-(trideuteriomethyl)-1-(methylsulfonyl)-1H-pyrrole-3-carbonyl)azetidine-2-carboxamide